[C].FC(C#N)(C(F)(F)F)C(F)(F)F perfluoroisobutyronitrile carbon